2-(2-hydroxyphenyl)ethanol OC1=C(C=CC=C1)CCO